COCC1=CC=CC(=N1)CN1N=NC(=C1)C1=NC(=NC(=C1)C1=CC=C2C=CC=NC2=C1)N 4-(1-{[6-(methoxymethyl)-2-pyridinyl]methyl}-1H-1,2,3-triazol-4-yl)-6-(7-quinolinyl)-2-pyrimidinylamine